CN(C1=CC2=C(C(=C3C([Si]2(CCC(F)(F)F)C)=CC(C=C3)=[N+](C)C)C3=C(C=CC=C3)C)C=C1)C N-(7-(Dimethylamino)-5-methyl-10-(o-tolyl)-5-(3,3,3-trifluoropropyl)dibenzo[b,e]silin-3(5H)-ylidene)-N-methylmethanaminium